(2R)-6-chloro-N-{3-[4-(4-chlorophenyl)-1H-pyrazol-1-yl]bicyclo[1.1.1]pent-1-yl}-4-oxo-3,4-dihydro-2H-1-benzopyran-2-carboxamide ClC=1C=CC2=C(C(C[C@@H](O2)C(=O)NC23CC(C2)(C3)N3N=CC(=C3)C3=CC=C(C=C3)Cl)=O)C1